C(CC)C1CCC(CC1)C1=CC=C(C=C1)O 4-(4-n-propylcyclohexyl)phenol